[4-(hydroxymethyl)-1-piperidinyl]ethanone ethyl-bis(4-cyanophenyl)phosphinate C(C)OP(=O)(C1=CC=C(C=C1)C#N)C1=CC=C(C=C1)C#N.OCC1CCN(CC1)C(C)=O